OC1=C(C(=NC(=C1C(=O)O)C)C)C(=C)C 4-hydroxy-2,6-dimethyl-5-(prop-1-en-2-yl)nicotinic acid